ClC=1C=C(C=C(C1C1CC1)B1OC(C(O1)(C)C)(C)C)O 3-chloro-4-cyclopropyl-5-(4,4,5,5-tetramethyl-1,3,2-dioxaborolan-2-yl)phenol